C1(CCCCC1)CCC(=O)NC1=C(C=C(C=C1)NCC1=CC=C(C=C1)C(F)(F)F)NC 3-Cyclohexyl-N-(2-(methylamino)-4-((4-(trifluoromethyl)benzyl)amino)phenyl)propanamid